FC1CN(C1)CC(=O)NC=1C=C(C(=NC1)C)NC(=O)C=1C=NN2C1SC(=C2)C=2C(=NC=CC2)OC N-(5-(2-(3-fluoroazetidin-1-yl)acetamido)-2-methylpyridin-3-yl)-2-(2-methoxypyridin-3-yl)pyrazolo[5,1-b]thiazole-7-carboxamide